COC=1C=C(C=CC1OC)C=1NC=C(N1)C1=CC=CC2=CC=CC=C12 2-(3,4-dimethoxyphenyl)-4-(1-naphthyl)imidazole